4-((6,7-dimethoxyquinoline-4-yl)oxy)aniline COC=1C=C2C(=CC=NC2=CC1OC)OC1=CC=C(N)C=C1